dimethylformamidine CN(C)C=N